tert-butyl 2-((3-((N-(ethoxycarbonyl)-S-methylsulfonimidoyl)methyl)phenyl)amino)-5,8-dihydropyrido[3,4-d]pyrimidine-7(6H)-carboxylate C(C)OC(=O)N=S(=O)(C)CC=1C=C(C=CC1)NC=1N=CC2=C(N1)CN(CC2)C(=O)OC(C)(C)C